BrC=1C=CC2=C(N(C(=N2)C(C)Cl)C[C@H]2OCC2)C1F D-6-bromo-2-(1-chloroethyl)-7-fluoro-1-(((S)-oxetan-2-yl)methyl)-1H-benzo[D]imidazole